3-tert-butyl-1-{1-[1-(3-chlorophenyl)ethyl]-2-oxo-3,4-dihydroquinolin-6-yl}urea C(C)(C)(C)NC(NC=1C=C2CCC(N(C2=CC1)C(C)C1=CC(=CC=C1)Cl)=O)=O